FC=1C(=C2C(C(=CN(C2=NC1N1CC(C1)C(NC=1SC(=CN1)C)=O)C1=NC=NS1)C(=O)O)=O)C 6-fluoro-5-methyl-7-{3-[(5-methyl-1,3-thiazol-2-yl)carbamoyl]azetidin-1-yl}-4-oxo-1-(1,2,4-thiadiazol-5-yl)-1,4-dihydro-1,8-naphthyridine-3-carboxylic acid